bis-(2-hydroxypropyl)-dimethylammonium methylsulphate COS(=O)(=O)[O-].OC(C[N+](C)(C)CC(C)O)C